FC1=C(C(=O)NC2=NC(=CC=C2)C(=O)C2CCN(CC2)C)C(=CC(=C1)F)F 2,4,6-trifluoro-N-[6-(1-methyl-piperidine-4-carbonyl)-pyridine-2-yl]-benzamide